4-{4-[3-(Difluoromethyl)quinolin-7-yl]piperidin-1-yl}-1-methyl-2-oxo-1,2-dihydroquinolin-3-carbonitrile FC(C=1C=NC2=CC(=CC=C2C1)C1CCN(CC1)C1=C(C(N(C2=CC=CC=C12)C)=O)C#N)F